C(#N)C=1C(=NC(=C(C1CC)C#N)N1CCN(CCC1)CCO)N[C@@H](C(=O)N)C1=CC=CC=C1 (2R)-2-({3,5-dicyano-4-ethyl-6-[4-(2-hydroxyethyl)-1,4-diazepan-1-yl]pyridin-2-yl}amino)-2-phenylacetamide